1-(pyrazolo[1,5-a]pyridin-7-yl)ethan-1-one N1=CC=C2N1C(=CC=C2)C(C)=O